NC1=NC2=CC=C(C=C2C=N1)C=1C=C(C(=O)NC2=CC(=C(C=C2)CN(CC)CC)C(F)(F)F)C=CC1C 3-(2-aminoquinazolin-6-yl)-N-(4-((diethylamino)methyl)-3-(trifluoromethyl)phenyl)-4-methylbenzamide